FC1(CNCCC1C1=C(C=C(C=C1)C1C(NC(CC1)=O)=O)F)F 3-[4-(3,3-difluoro-4-piperidyl)-3-fluoro-phenyl]piperidine-2,6-dione